4-((2,4-dichloro-5-methoxyphenyl)amino)-7-(3-(4-(3-(2,4-dioxotetrahydropyrimidin-1(2H)-yl)benzyl)piperazin-1-yl)propoxy)-6-methoxyquinoline-3-carbonitrile ClC1=C(C=C(C(=C1)Cl)OC)NC1=C(C=NC2=CC(=C(C=C12)OC)OCCCN1CCN(CC1)CC1=CC(=CC=C1)N1C(NC(CC1)=O)=O)C#N